5-[[(2S,3S,4S,5S)-3-(3,4-Difluoro-2-methoxy-phenyl)-4,5-dimethyl-5-(trifluoromethyl)tetrahydrofuran-2-carbonyl]amino]pyridin-3-carboxamid FC=1C(=C(C=CC1F)[C@H]1[C@H](O[C@@]([C@H]1C)(C(F)(F)F)C)C(=O)NC=1C=C(C=NC1)C(=O)N)OC